F[P-](F)(F)(F)(F)F.N1(N=NC2=C1C=CC=C2)OC(=[N+](C)C)N(C)C O-benzotriazol-1-yl-N,N,N',N'-tetramethyl-uronium hexafluoro-phosphate